N-((2-(6-(4,7-diazaspiro[2.5]octan-7-yl)pyridin-2-yl)-1,6-naphthyridin-7-yl)methyl)-4-chloro-3-(methylsulfonyl)benzamide C1CC12NCCN(C2)C2=CC=CC(=N2)C2=NC1=CC(=NC=C1C=C2)CNC(C2=CC(=C(C=C2)Cl)S(=O)(=O)C)=O